Cl.COC(=O)C1=CC(=NO1)[C@H]1CNCC1 (R)-3-(pyrrolidin-3-yl)isoxazole-5-carboxylic acid methyl ester hydrochloride